ClCCC=1C=C2C=CNC2=CC1Cl 5-chloroethyl-6-chloroindole